3-(1,4-Dimethyl-1H-benzo[d][1,2,3]triazol-5-yl)-3-(3-(((R)-2-ethyl-2,3-dihydropyrido[4,3-f][1,4]oxazepin-4(5H)-yl)methyl)-4-methylphenyl)propanoic acid CN1N=NC2=C1C=CC(=C2C)C(CC(=O)O)C2=CC(=C(C=C2)C)CN2C[C@H](OC1=C(C2)C=CN=C1)CC